1,5-diaminoisoquinoline NC1=NC=CC2=C(C=CC=C12)N